C1(CC1)C=1C=CC(=NC1CC1=CC=C(C=C1)F)C(=O)NC(CC)(CC)C(NCCOCCOCCNC1=CC=C(C2=NN(N=C21)CC#C)[N+](=O)[O-])=O 5-Cyclopropyl-6-(4-fluorobenzyl)-N-(3-((2-(2-(2-((7-nitro-2-(prop-2-yn-1-yl)-2H-benzo[d][1,2,3]triazol-4-yl)amino)ethoxy)ethoxy)ethyl)carbamoyl)pentan-3-yl)picolinamide